3-(1-benzyl-2,5-dihydropyrrol-3-yl)-6-[5-(6-methyl-2-pyridyl)-1H-imidazol-4-yl]quinoline C(C1=CC=CC=C1)N1CC(=CC1)C=1C=NC2=CC=C(C=C2C1)C=1N=CNC1C1=NC(=CC=C1)C